2-fluoro-4-(5-fluorobenzoselenazol-2-yl)aniline FC1=C(N)C=CC(=C1)C=1[Se]C2=C(N1)C=C(C=C2)F